(4-phenylsulfanylphenyl)-3-cyclopentylpropan-1-one-2-imine C1(=CC=CC=C1)SC1=CC=C(C=C1)C(C(CC1CCCC1)=N)=O